C1OC(CC2=C1C(N1CC=3C(=NC=4C=CC=CC4C3)C1=C2)=O)=O 1H-pyrano[3',4':6,7]indolizino[1,2-b]quinoline-3,14(4H,12H)-dione